C(#N)C=1C=C2C(=CC=NC2=CC1)NC=1C=NC=C(C(=O)NC2=CC(=CC=C2)NC2=CC=NC=C2)C1 5-((6-cyanoquinolin-4-yl)amino)-N-(3-(pyridin-4-ylamino)phenyl)nicotinamide